([1,1'-Biphenyl]-4-ylmethyl)-thioimidodicarbonic diamide C1(=CC=C(C=C1)CNC(=S)NC(=O)N)C1=CC=CC=C1